FC1=CC(=C(C=C1)C(C(=O)OCC)=O)OC(C)C ethyl 2-(4-fluoro-2-isopropoxyphenyl)-2-oxoacetate